(1-naphthyl)[8-(diphenylphosphino)quinoline] nickel [Ni].C1(=CC=CC2=CC=CC=C12)C1=NC2=C(C=CC=C2C=C1)P(C1=CC=CC=C1)C1=CC=CC=C1